OCCCCOC1=CC=C(C=C1)\C=C\C(=O)C1=CC=CC=C1 4-(4-hydroxybutoxy)chalcone